4-(4-(2-azaspiro[3.5]nonan-2-ylmethyl)-3-methylbenzylamino)-2-(2,6-dioxopiperidin-3-yl)isoindoline-1,3-dione C1N(CC12CCCCC2)CC2=C(C=C(CNC1=C3C(N(C(C3=CC=C1)=O)C1C(NC(CC1)=O)=O)=O)C=C2)C